2-phenylanthracene-9,10-diamine C1(=CC=CC=C1)C1=CC2=C(C3=CC=CC=C3C(=C2C=C1)N)N